(S)-N-((1s,3R)-1-(5-bromopyrimidin-2-yl)-3-((tert-butyldimethylsilyl)oxy)-3-methylcyclobutyl)-2-methylpropane-2-sulfinamide BrC=1C=NC(=NC1)C1(CC(C1)(C)O[Si](C)(C)C(C)(C)C)N[S@@](=O)C(C)(C)C